OCCS(=O)(=O)C1=CC=C(C=C1)O 4-(2-hydroxyethylsulfonyl)phenol